ClC1=C(C=C(C(=C1)F)OC)C1=CC=2N(C(N(C(C2S1)=O)C=1C=NC=C(C1C)F)=O)CCC#N 3-[6-(2-chloro-4-fluoro-5-methoxy-phenyl)-3-(5-fluoro-4-methyl-3-pyridyl)-2,4-dioxo-thieno[3,2-d]pyrimidin-1-yl]propionitrile